FC1(CN(CC1)C1=CC(=C(C=C1)N1N=C(C=C1C1=CC(=C(C#N)C=C1)F)C(=O)N1C[C@@H](CCC1)NC)F)F (R)-4-(1-(4-(3,3-Difluoropyrrolidin-1-yl)-2-fluorophenyl)-3-(3-(methylamino)piperidin-1-carbonyl)-1H-pyrazol-5-yl)-2-fluorobenzonitril